Cl.COC(=O)C=1C=C(C=2N(C1)C=CN2)C=2C=NN(C2O)C 8-(5-hydroxy-1-methyl-1H-pyrazol-4-yl)-imidazo[1,2-a]-pyridine-6-carboxylic acid methyl ester hydrochloride